5-[(2-chloro-α,α,α-trifluoro-p-tolyl)oxy]-N-mesyl-2-nitrobenzamide ClC1=C(C=CC(=C1)OC=1C=CC(=C(C(=O)NS(=O)(=O)C)C1)[N+](=O)[O-])C(F)(F)F